C(=O)O.CC=1N=C(C=2N(C1)C=C(N2)NC(=O)N2CCC=1C2=NC=CC1N1CCNCC1)C N-(6,8-dimethylimidazo[1,2-a]pyrazin-2-yl)-4-(piperazin-1-yl)-2,3-dihydro-1H-pyrrolo[2,3-b]pyridine-1-carboxamide formate